2-(2-(4-((6-methoxypyridin-3-yl)oxy)piperidin-1-yl)-3-methyl-5,7-dihydro-6H-pyrrolo[3,4-b]pyridin-6-yl)ethan-1-ol COC1=CC=C(C=N1)OC1CCN(CC1)C1=C(C=C2C(=N1)CN(C2)CCO)C